ClC=1C=NN(C(C1)=O)CC(=O)NC1=CC(=C(C=C1)C)S(N[C@H](C(F)(F)F)CC1=NC=CC=C1)(=O)=O 2-(4-chloro-6-oxo-pyridazin-1-yl)-N-[4-methyl-3-[[(1S)-2,2,2-trifluoro-1-(2-pyridylmethyl)ethyl]sulfamoyl]phenyl]acetamide